(4-(1H-Imidazol-2-yl)piperidin-1-yl)(4'-(trifluoromethyl)-[1,1'-biphenyl]-4-yl)-methanon N1C(=NC=C1)C1CCN(CC1)C(=O)C1=CC=C(C=C1)C1=CC=C(C=C1)C(F)(F)F